5-methyl-hexahydro-pyrrolo[3,4-c]pyrrol-2-yl-pyridazin-3-yl-1H-indole CN1CC2C(C1)CN(C2)C=2N(C1=CC=CC=C1C2)C=2N=NC=CC2